C12(CC(C1)C2)N2N=CC(=C2)I 1-(bicyclo[1.1.1]pentan-1-yl)-4-iodo-1H-pyrazole